O1CC[C@@H](C2=CC=CC=C12)NC(=O)C=1C=NC2=C(N=CC=C2C1N(C)C)C1CC=CC2=CC=CC=C12 N-[(4S)-chroman-4-yl]-8-(1,2-dihydronaphthalen-1-yl)-4-(dimethylamino)-1,7-naphthyridine-3-carboxamide